COC(=O)C1CN(C1)CC1=CC=C(C=C1)C1=NOC(C1)C1=CC=C(C=C1)Br 1-(4-(5-(4-bromophenyl)-4,5-dihydroisoxazol-3-yl)benzyl)azetidine-3-carboxylic acid methyl ester